2-methyl-2-hexenedicarboxylic acid CC(C(C(=O)O)C(=O)O)=CCCC